NC(=S)S aminodithio-carboxylic acid